ClC1=CC=C2C(=CC=NC2=C1)N1CCN(CC1)C1=CC=C(C=C1)O 4-(4-(7-chloroquinolin-4-yl)piperazin-1-yl)phenol